FC=1C=C2C(N=C3N(C2=CC1)CCC3)=O 7-fluoro-2,3-dihydropyrrolo[1,2-a]quinazolin-5(1H)-one